5-(1-(1-propenylpiperidin-3-yl)-5-aminoimidazo[1,5-c]pyrimidin-3-yl)-N-(pyridin-2-yl)pyridinecarboxamide C(=CC)N1CC(CCC1)C=1N=C(N2C(=NC=CC21)N)C=2C=CC(=NC2)C(=O)NC2=NC=CC=C2